6-bromo-N-(2,4-dimethoxybenzyl)-8-methyl-quinazolin-4-amine BrC=1C=C2C(=NC=NC2=C(C1)C)NCC1=C(C=C(C=C1)OC)OC